N-(3-chloro-5-methylsulfonylphenyl)-5-{3-[(5-fluoropyridin-3-yl)methoxy]pyridin-2-yl}-1-methylpyrrole-3-carboxamide ClC=1C=C(C=C(C1)S(=O)(=O)C)NC(=O)C1=CN(C(=C1)C1=NC=CC=C1OCC=1C=NC=C(C1)F)C